ClC1=NC(=CC2=C1N=C(N=C2)NC2=C(C=C(C=C2)C2=NN=CN2C)OCC)C 8-chloro-N-(2-ethoxy-4-(4-methyl-4H-1,2,4-triazol-3-yl)phenyl)-6-methylpyrido[3,4-d]pyrimidin-2-amine